C(C1=CC=CC=C1)NC1=NC=2N(C=C1)N=C(C2C#N)C=2OC=CN2 (benzylamino)-2-oxazol-2-yl-pyrazolo[1,5-a]pyrimidine-3-carbonitrile